(1s,5r,7s)-7-(hydroxymethyl)-6-oxa-2-azabicyclo[3.2.1]octane-2-carboxylic acid benzyl ester C(C1=CC=CC=C1)OC(=O)N1[C@@H]2[C@H](O[C@H](CC1)C2)CO